1-benzhydryl-3-methyl-N-(2-(methylsulfonyl)ethyl)azetidin-3-amine C(C1=CC=CC=C1)(C1=CC=CC=C1)N1CC(C1)(NCCS(=O)(=O)C)C